C(C)(C)(C)OC(=O)N1C(C(CCC1)N1CCCCC1)C.CC1N(CCCC1N1CCCCC1)C(=O)NCCCCC1=CC=CC=C1 2-Methyl-N-(4-phenylbutyl)-3-(1-piperidyl)piperidine-1-carboxamide tert-Butyl-2-methyl-3-(1-piperidyl)piperidine-1-carboxylate